(E)-2-(4-bromophenyl)-3-(2-(5-(quinolin-3-yl)-1,3,4-oxadiazol-2-yl)vinyl)-1,4,8-triazaspiro[4.5]decane-1,3-diene-8-carboxylic acid tert-butyl ester C(C)(C)(C)OC(=O)N1CCC2(N=C(C(=N2)C2=CC=C(C=C2)Br)\C=C\C=2OC(=NN2)C=2C=NC3=CC=CC=C3C2)CC1